tert-butyl 4-(4-cyano-3-fluorophenyl)piperazin-1-carboxylate C(#N)C1=C(C=C(C=C1)N1CCN(CC1)C(=O)OC(C)(C)C)F